C(C)(=O)O[C@H]1[C@@H](SC=2C=NC(=C(C2)Br)C(F)(F)F)O[C@@H]([C@@H]([C@@H]1N=[N+]=[N-])OC(C)=O)COC(C)=O 5-Bromo-6-trifluoromethyl-pyridin-3-yl 2,4,6-tri-O-acetyl-3-azido-3-deoxy-1-thio-α-D-galactopyranoside